COC1=NC2=CC=CC=C2C(=C1C(\C=C\C1=NC=CC=C1)=O)C1=CC=CC=C1 (2E)-1-(2-methoxy-4-phenylquinolin-3-yl)-3-(pyridin-2-yl)prop-2-en-1-one